O(C1=CC=CC=C1)C1=CC=C(C=C1)C1=NC(=C2N1C(=NC=C2)N)C2CCNCC2 3-(4-phenoxyphenyl)-1-(piperidin-4-yl)imidazo[1,5-c]pyrimidin-5-amine